5-(oct-3-yl)octahydro-2H-imidazo[4,5-c]pyridin-2-one CCC(CCCCC)N1CC2C(CC1)NC(N2)=O